FC(S(=O)(=O)OC1=CC=C2CCC3(C2=C1)CCC(CC3)C(=O)[O-])(F)F 6'-[(trifluoromethanesulfonyl)oxy]-2',3'-dihydrospiro[cyclohexane-1,1'-indene]-4-carboxylate